3-(3,6-dichloro-9H-carbazol-9-yl)-2-(1,3-dioxoisoindolin-2-yl)propionic acid ClC=1C=CC=2N(C3=CC=C(C=C3C2C1)Cl)CC(C(=O)O)N1C(C2=CC=CC=C2C1=O)=O